FC1=CC=C(C=C1)NC(=O)C1(COC1)C1=CC=C(C=C1)N=C=O N-(4-fluorophenyl)-3-(4-isocyanatophenyl)oxetane-3-carboxamide